BrC1=CC=C2C(=C(C=NC2=C1)C(=O)NOC1OCCCC1)Cl 7-bromo-4-chloro-N-(3,4,5,6-tetrahydro-2H-pyran-2-yloxy)quinoline-3-carboxamide